OC(=O)C(F)(F)F.C(C(C)C)C1C(=NOC1(C)C)C1[C@H]2CNC[C@@H]12 (1R,5S,6r)-6-(4-isobutyl-5,5-dimethyl-4,5-dihydro-1,2-oxazol-3-yl)-3-azabicyclo[3.1.0]Hexane TFA salt